2-azabicyclo[3.1.1]heptane-2-carboxylate C12N(CCC(C1)C2)C(=O)[O-]